[N+](=O)([O-])[O-].[U+4].[N+](=O)([O-])[O-].[N+](=O)([O-])[O-].[N+](=O)([O-])[O-] uranium(IV) nitrate